4-(2-chlorophenyl)-1-(4-(3,4-dichlorophenyl)-5-(isopropylthio)thiazol-2-yl)-3-methyl-1H-pyrazole-5-carboxylic acid ClC1=C(C=CC=C1)C=1C(=NN(C1C(=O)O)C=1SC(=C(N1)C1=CC(=C(C=C1)Cl)Cl)SC(C)C)C